(S)-4-[2-(4-(methoxycarbonyl)thiazol-5-ylamino)-2-(2-phenylthiazol-4-yl)ethyl]Phenyl-sulfamic acid COC(=O)C=1N=CSC1N[C@@H](CC1=CC=C(C=C1)NS(O)(=O)=O)C=1N=C(SC1)C1=CC=CC=C1